OCCOC(C=C)=O 2-Hydroxy-ethylacrylat